C1(=CC=CC=C1)C1=C(C(=CC(=C1)C1=CC=CC=C1)C1=CC=CC=C1)C1=CC(=CC=C1)N(C1=CC=C(C=C1)C1=CC=C(C=C1)C=1C2=CC=CC=C2C=2C=CC=CC2C1)C1=CC=CC=C1 (3',5'-diphenyl-1,1':2',1''-terphenyl-3''-yl)-phenyl-(4'-phenanthren-9-yl-biphenyl-4-yl)-amine